Cl.N[C@@H](C(=O)N[C@@H](CC1CC1)B1O[C@@]2([C@H](O1)C[C@H]1C([C@@H]2C1)(C)C)C)COC (R)-2-amino-N-((R)-2-cyclopropyl-1-((3aS,4S,6S,7aR)-3a,5,5-trimethylhexahydro-4,6-methanobenzo[d][1,3,2]dioxaborol-2-yl)ethyl)-3-methoxypropanamide hydrochloride